ClC=1C=C(C=CC1)N(S(=O)(=O)CC)CC1=NOC(=C1)C(=O)NN N-(3-chlorophenyl)-N-[[5-(hydrazinecarbonyl)isoxazol-3-yl]methyl]ethanesulfonamide